C(C)(=O)N1C(CCC2=CC(=CC=C12)C1=CC=C(C(=O)O)C=C1)C 4-(1-acetyl-2-methyl-1,2,3,4-tetrahydroquinolin-6-yl)benzoic acid